4-((3-(4-bromo-1H-pyrazol-1-yl)bicyclo[1.1.1]pentan-1-yl)methyl)morpholine BrC=1C=NN(C1)C12CC(C1)(C2)CN2CCOCC2